(4-((2-(1H-pyrazol-4-yl)ethyl)amino)-5,6-dimethylpyrimidin-2-yl)(2-phenylazetidin-1-yl)methanone N1N=CC(=C1)CCNC1=NC(=NC(=C1C)C)C(=O)N1C(CC1)C1=CC=CC=C1